The molecule is an alpha-CH2-containing aldehyde and a member of phenylacetaldehydes. It has a role as a human metabolite and a mouse metabolite. COC1=C(C=CC(=C1)CC=O)O